N-(4-acetamidophenyl)-2-chloro-2-(4-fluorophenyl)acetamide C(C)(=O)NC1=CC=C(C=C1)NC(C(C1=CC=C(C=C1)F)Cl)=O